N=1SN=C2C1C=CC(=C2)C2N(CC(CC2)C)C(C(=O)O)=O 2-(2-(Benzo[c][1,2,5]thiadiazol-5-yl)-5-methylpiperidin-1-yl)-2-oxoacetic acid